C1(=CC=CC=C1)P(=O)(C1=C(C=CC(=C1)O)O)C1=CC=CC=C1 2-(diphenylphosphinyl)-1,4-benzenediol